N-(3-(2-(naphthalen-1-ylamino)-[1,2,4]triazolo[1,5-a]pyridin-5-yloxy)phenyl)acrylamide C1(=CC=CC2=CC=CC=C12)NC1=NN2C(C=CC=C2OC=2C=C(C=CC2)NC(C=C)=O)=N1